O=C1N(C2(CCC2)C(N1COCC[Si](C)(C)C)=O)CC1CCC(CC1)NC(OC(C)(C)C)=O tert-butyl ((1s,4s)-4-((6,8-dioxo-7-((2-(trimethylsilyl)ethoxy)methyl)-5,7-diazaspiro[3.4]octan-5-yl)methyl)cyclohexyl)carbamate